(1r,3r)-3-((4-cyano-3-methoxyphenoxy)-2,2,4,4-tetramethylcyclobutyl)-2-(4-formylpiperidin-1-yl)pyrimidine-5-carboxamide C(#N)C1=C(C=C(OC2(C(CC2(C)C)(C)C)N2C(N=CC(=C2)C(=O)N)N2CCC(CC2)C=O)C=C1)OC